(5-(difluoromethoxy)-1H-indazol-3-yl)-2-methyl-4-(N-morpholinyl)pyridazin-3(2H)-one FC(OC=1C=C2C(=NNC2=CC1)C1=C(C(N(N=C1)C)=O)N1CCOCC1)F